ClC=1C(=NC(=NC1)NC1=CC(=CC(=C1)CN1C[C@H](N[C@H](C1)C)C)C1CC1)C1=CNC2=CC(=CC=C12)Cl 5-Chloro-4-(6-chloro-1H-indol-3-yl)-N-(3-cyclopropyl-5-(((3r,5s)-3,5-dimethylpiperazin-1-yl)methyl)phenyl)pyrimidin-2-amine